N=1N(N=CC1)C1=C(C=C(C=N1)NC(=O)C=1C(=NC(=NC1)C1=C2C(=CN=C1)NC=C2)C)C(F)(F)F N-(6-(2H-1,2,3-triazol-2-yl)-5-(trifluoromethyl)pyridin-3-yl)-4-methyl-2-(1H-pyrrolo[2,3-c]pyridin-4-yl)pyrimidine-5-carboxamide